γ-benzyl-proline C(C1=CC=CC=C1)C1C[C@H](NC1)C(=O)O